(2S,4R)-1-[(2S)-2-[(dimethylcarbamoyl)amino]propanoyl]-4-fluoro-N-[(S)-phenyl[5-(propan-2-yl)pyridin-2-yl]methyl]pyrrolidine-2-carboxamide CN(C(=O)N[C@H](C(=O)N1[C@@H](C[C@H](C1)F)C(=O)N[C@H](C1=NC=C(C=C1)C(C)C)C1=CC=CC=C1)C)C